4-((cis-1-(4-Cyanobenzyl)-2-methylpiperidin-4-yl)amino)-N-methyl-1H-pyrrolo[2,3-b]pyridine-5-carboxamide C(#N)C1=CC=C(CN2[C@H](C[C@H](CC2)NC2=C3C(=NC=C2C(=O)NC)NC=C3)C)C=C1